N1=C2N(C=C1C=1C=C(C=CC1O)S(=O)(=O)NC)CCC2 3-(6,7-dihydro-5H-pyrrolo[1,2-a]imidazol-2-yl)-4-hydroxy-N-methylbenzenesulfonamide